tri(dimethylphenyl) phosphate P(=O)(OC1=C(C(=CC=C1)C)C)(OC1=C(C(=CC=C1)C)C)OC1=C(C(=CC=C1)C)C